2-{[(2S)-3-methyl-2-(methylamino)-1-oxoethylidenebutyl]Amino}-3,N-dimethylbutanamide CC(CC(=C(C=O)NC)NC(C(=O)NC)C(C)C)C